4-(4-fluoro-6-oxo-2-(trifluoromethyl)-3,6-dihydrochromeno[7,8-d]imidazol-8-yl)benzonitrile FC1=CC=2C(C=C(OC2C2=C1NC(=N2)C(F)(F)F)C2=CC=C(C#N)C=C2)=O